(S)-β-Methylphenethylamine C[C@H](CN)C1=CC=CC=C1